ClC=1C(=NOC1C1CC1)NS(=O)(=O)C1=CC=CC=C1 N-(4-chloro-5-cyclopropyl-isoxazol-3-yl)benzenesulfonamide